Cl.O1CCN(CC1)CC1=CC=C(COC2=C3CN(C(C3=CC=C2)=O)C2C(NC(CC2)=O)=O)C=C1 3-(4-((4-(morpholinomethyl)benzyl)oxy)-1-oxoisoindolin-2-yl)piperidine-2,6-dione hydrochloride